(E)-2-(2-(3-(4-bromophenyl)-8-(2-methoxyethyl)-1,4,8-triazaspiro[4.5]dec-1,3-dien-2-yl)vinyl)-5-(quinolin-3-yl)-1,3,4-oxadiazole BrC1=CC=C(C=C1)C=1C(=NC2(N1)CCN(CC2)CCOC)/C=C/C=2OC(=NN2)C=2C=NC1=CC=CC=C1C2